5-[[6-[3-(Difluoromethyl)-4-fluoro-phenyl]pyrazin-2-yl]methyl]-7-oxa-5-azaspiro[2.4]heptan-6-one FC(C=1C=C(C=CC1F)C1=CN=CC(=N1)CN1CC2(CC2)OC1=O)F